dichlorobenzoyl peroxylaurate C(CCCCCCCCCCC)(=O)OOC(C1=C(C(=CC=C1)Cl)Cl)=O